sec-butyl-alpha-bromoacrylate C(C)(CC)OC(C(=C)Br)=O